C(C1=CC=CC=C1)(=O)C1=CC=C(C[C@H](N)C(=O)O)C=C1 4-Benzoyl-l-phenylalanine